4-[7-(1H-indole-2-carbonyl)-5H,6H,7H,8H-imidazo[1,5-a]pyrazine-1-carbonyl]-8-oxa-4-azaspiro[2.6]nonane N1C(=CC2=CC=CC=C12)C(=O)N1CC=2N(CC1)C=NC2C(=O)N2C1(CC1)COCCC2